N-(4-Carbamoylbenzyl)-1-(4-((2-oxopyridin-1(2H)-yl)methyl)benzyl)-1H-pyrazole-4-carboxamide C(N)(=O)C1=CC=C(CNC(=O)C=2C=NN(C2)CC2=CC=C(C=C2)CN2C(C=CC=C2)=O)C=C1